NC1=NC=CC=C1C1=NC=2C(=NC(=CC2)C2=CC=CC=C2)N1C=1C=CC(=NC1)NC(=O)C1=CC(=C(C(=O)OC)C=C1)C methyl 4-((5-(2-(2-aminopyridin-3-yl)-5-phenyl-3H-imidazo[4,5-b]pyridin-3-yl)pyridin-2-yl)carbamoyl)-2-methylbenzoate